COC1=C(C(=CC=C1)OC)CNC(=O)C1C2COC3=C(C21)C=CC=C3 exo-N-[(2,6-dimethoxyphenyl)methyl]-1,1a,2,7b-tetrahydrocyclopropa[c][1]benzopyran-1-carboxamide